(4R,5S)-4-methyl-5-phenyl-1,3-oxazolidin-2-one C[C@H]1NC(O[C@H]1C1=CC=CC=C1)=O